1-cyclobutyl-2-(3,5-dimethoxyphenyl)-N-(3-(4-(2,3-dimethylphenyl)piperazin-1-yl)propyl)-1H-benzo[d]imidazole-6-carboxamide C1(CCC1)N1C(=NC2=C1C=C(C=C2)C(=O)NCCCN2CCN(CC2)C2=C(C(=CC=C2)C)C)C2=CC(=CC(=C2)OC)OC